2-(5-bromo-3-ethylsulfanyl-2-pyridyl)-3-methyl-6-(trifluoromethyl)imidazo[4,5-c]pyridine BrC=1C=C(C(=NC1)C1=NC2=C(C=NC(=C2)C(F)(F)F)N1C)SCC